Ethyl 4-bromo-7-methoxyquinoline-3-carboxylate BrC1=C(C=NC2=CC(=CC=C12)OC)C(=O)OCC